BrCCCCCBr 1,5-Dibromopentane